(1-((5-fluoropyrimidin-2-yl)methyl)-1H-pyrazol-4-yl)methylamine hydrochloride Cl.FC=1C=NC(=NC1)CN1N=CC(=C1)CN